FC1(CCN(CC1)C=1C=2N(C=C(N1)NC(C1=C(C=C(C=C1)I)N1CCC3(CC3)CC1)=O)C=C(N2)C)F N-(8-(4,4-difluoropiperidin-1-yl)-2-methylimidazo[1,2-a]pyrazin-6-yl)-4-iodo-2-(6-azaspiro[2.5]oct-6-yl)benzamide